FC(C1=NN(C=C1NC(=O)C=1N=C(SC1)C=1C=NNC1)CCOC)F N-[3-(difluoromethyl)-1-(2-methoxyethyl)-1H-pyrazol-4-yl]-2-(1H-pyrazol-4-yl)-1,3-thiazole-4-carboxamide